Trans-4-[(7-[(1-methyl-1H-imidazol-4-yl)amino]-1,6-naphthyridin-5-yl)amino]adamantan-1-ol CN1C=NC(=C1)NC1=NC(=C2C=CC=NC2=C1)NC1C2CC3(CC(CC1C3)C2)O